FC1=CC2=C(N(CN=C2N2[C@H](CN(CC2)C(C=C)=O)C)C=2C(=NC=CC2C)C(C)C)N=C1C1=C(C=CC=C1O)F 6-fluoro-7-(2-fluoro-6-hydroxyphenyl)-1-(4-methyl-2-(2-propanyl)-3-pyridinyl)-4-((2S)-2-methyl-4-(2-propenoyl)-1-piperazinyl)pyrido[2,3-d]pyrimidin